C(C=C)(=O)N1CCN(CC1)C1=NC=NC2=CC(=C(C=C12)Cl)C1=C2CC(NC2=CC=C1)=O 4-(4-(4-acryloyl-piperazin-1-yl)-6-chloro-quinazolin-7-yl)indolin-2-one